C[C@@H]1N(CCN(C1)C)[C@H](C(=O)NC=1C=CC=C2C(=CNC12)C1=NC(=NC=C1C)NC1=C(C(=CC=C1)S(=O)(=O)C)F)CC (S)-2-((S)-2,4-dimethylpiperazin-1-yl)-N-(3-(2-((2-fluoro-3-(methylsulfonyl)phenyl)amino)-5-methylpyrimidin-4-yl)-1H-indol-7-yl)butanamide